COC(=O)C1=CC=C(C=C1)C1=CC=C(C=C1)OB(O)O (4'-(methoxycarbonyl)-[1,1'-biphenyl]-4-yl)boric acid